FC1=C(C=CC(=C1)C=1C=NN(C1)C1OCCCC1)C=1CCN(CC1)C(=O)OC(C)(C)C tert-butyl 4-(2-fluoro-4-(1-(tetrahydro-2H-pyran-2-yl)-1H-pyrazol-4-yl) phenyl)-3,6-dihydropyridine-1(2H)-carboxylate